7-cyclopentyl-N,N-dimethyl-2-[4-(2-piperazin-1-ylethyl)anilino]-pyrrolo[2,3-d]pyrimidine-6-carboxamide C1(CCCC1)N1C(=CC2=C1N=C(N=C2)NC2=CC=C(C=C2)CCN2CCNCC2)C(=O)N(C)C